CN1[C@H](C(N2C3=C(N=C(N=C13)N[C@@H]1C[C@H](C1)OC1=CC(=C(C(=C1)F)F)F)CCC2)=O)C (S)-4,5-Dimethyl-2-((trans-3-(3,4,5-trifluorophenoxy)cyclobutyl)amino)-4,5,9,10-tetrahydro-6H,8H-Pyrido[3,2,1-de]pteridin-6-one